ferric tris(sec-butylethylphosphinate) C(C)(CC)P([O-])(=O)CC.C(C)(CC)P([O-])(=O)CC.C(C)(CC)P([O-])(=O)CC.[Fe+3]